C[N+](=C1C=CC(C=C1)=C(\C=C\C=C(C1=CC=C(C=C1)N(C)C)C1=CC=C(C=C1)N(C)C)C1=CC=C(C=C1)N(C)C)C N,N-dimethyl-4-[(2E)-1,5,5-tris[4-(dimethylamino)phenyl]penta-2,4-dien-1-ylidene]cyclohexa-2,5-dien-1-iminium